C1(=CC=CC=C1)P(C1=CC=C(C=C1)C1=CC(=C(C=C1)N)N)C1=CC=CC=C1 4-(4-diphenylphosphino-phenyl)o-phenylenediamine